2-Chloro-N-((1-((4-(trifluoromethyl)phenyl)sulfonyl)piperidin-4-yl)methyl)acetamide ClCC(=O)NCC1CCN(CC1)S(=O)(=O)C1=CC=C(C=C1)C(F)(F)F